C(CCCCC=O)=O Adipaldehyd